FC1=CC=C2C=C(C=NC2=C1F)C=1OC(CC(N1)CC(C)C)(C)C 2-(7,8-difluoro-3-quinolyl)-4-isobutyl-6,6-dimethyl-4,5-dihydro-1,3-oxazine